FC1=CC2=C(N=C(S2)C=CC2=CC=C(C=C2)N2CCOCC2)C=C1 4-(4-(2-(6-fluorobenzo[d]thiazol-2-yl)vinyl)phenyl)morpholine